Titanium-Hafnium [Hf].[Ti]